CC=1C(=NN(C1)COCC[Si](C)(C)C)[C@@H]1[C@@H](N(CCC1)C(=O)OC)COC1CCN(CC1)C1=NC=CC=N1 methyl (CIS)-3-(4-methyl-1-((2-(trimethylsilyl)ethoxy)methyl)-1H-pyrazol-3-yl)-2-(((1-(pyrimidin-2-yl)piperidin-4-yl)oxy)methyl)piperidine-1-carboxylate